CC1COC12CCC(CC2)C 3,7-Dimethyl-1-oxaspiro[3.5]nonane